(S)-4-((1-hydroxyprop-2-yl)amino)but-2-yn-1-yl acetate C(C)(=O)OCC#CCN[C@H](CO)C